hydroxyethyldiethylenetriamine C(CNCCNCCO)N